ClC1=NC=C(C=N1)C1C(C1C1=CC(=C(C(=C1)OC)F)F)C(=O)OCC trans-ethyl 2-(2-chloropyrimidin-5-yl)-3-(3,4-difluoro-5-methoxy-phenyl)cyclopropanecarboxylate